methyl 5-((2-aminoethyl)carbamoyl)-2-(2-(benzo[d][1,3]dioxol-5-yl)butanamido)-4-methylthiophene-3-carboxylate NCCNC(=O)C1=C(C(=C(S1)NC(C(CC)C1=CC2=C(OCO2)C=C1)=O)C(=O)OC)C